3-[(3S)-4,4-difluorotetrahydrofuran-3-yl]-1-[(1R)-3-(4-fluorophenyl)-1-(4-pyridyl)propyl]-1-methyl-urea FC1([C@H](COC1)NC(N(C)[C@H](CCC1=CC=C(C=C1)F)C1=CC=NC=C1)=O)F